FC(C(=O)O)(F)F.FC1(CCN(CC1)C=1C=2N(C=C(N1)N)C=C(N2)C)F 8-(4,4-difluoropiperidin-1-yl)-2-methylimidazo[1,2-a]pyrazin-6-amine trifluoroacetate salt